Benzyl 2-(3-(3-ethoxy-2-methyl-3-oxopropyl)phenyl)-7-((2-ethoxy-2-oxoethyl)sulfonyl)-2-(fluoromethyl)-6,6-dimethylheptanoate C(C)OC(C(CC=1C=C(C=CC1)C(C(=O)OCC1=CC=CC=C1)(CCCC(CS(=O)(=O)CC(=O)OCC)(C)C)CF)C)=O